FC(OC1=CC=2N=CN=C(C2N=C1N)C=1C(=NN(C1)C)C1=C(C=CC=C1)F)F 7-(difluoromethoxy)-4-[3-(2-fluorophenyl)-1-methyl-1H-pyrazol-4-yl]pyrido[3,2-d]pyrimidin-6-amine